ethoxy diglycolAt C(COCC(=O)[O-])(=O)OOCC